C(C1=CC=CC=C1)C1(C(N(C(=C(C1)C(=O)N(C)C)C)C1=CC(=CC=C1)C(F)(F)F)=O)C(=O)N 3-benzyl-N5,N5,6-trimethyl-2-oxo-1-[3-(trifluoromethyl)phenyl]-1,2-dihydro-pyridine-3,5-dicarboxamide